(4,8-bis(4-(2-ethylhexyl)-5-fluorothiophene-2-yl)benzo[1,2-b:4,5-b']dithiophene-2,6-diyl)bis(trimethylstannane) C(C)C(CC=1C=C(SC1F)C1=C2C(SC(=C2)[Sn](C)(C)C)=C(C2=C1SC(=C2)[Sn](C)(C)C)C=2SC(=C(C2)CC(CCCC)CC)F)CCCC